PPP triphosphine